BrC1=CC(=NC=C1)NC(OC(C)(C)C)=O tert-butyl N-(4-bromopyridin-2-yl)carbamate